2-(4-bromophenyl)-4,6-di-p-tolyl-1,3,5-triazine BrC1=CC=C(C=C1)C1=NC(=NC(=N1)C1=CC=C(C=C1)C)C1=CC=C(C=C1)C